NC1=NC=C(C2=C1C=NN2COCC[Si](C)(C)C)NC(C(=O)N(CC2=NC=C(C=C2)C(F)(F)F)[C@@H](COC)C2CC2)=O (R)-N1-(4-amino-1-((2-(trimethylsilyl)ethoxy)methyl)-1H-pyrazolo[4,3-c]pyridin-7-yl)-N2-(1-cyclopropyl-2-methoxyethyl)-N2-((5-(trifluoromethyl)pyridin-2-yl)methyl)oxalamide